BrC=1C=C2CCC3N(C2=CC1)CCNC3=O 8-bromo-2,3,5,6-tetrahydro-1H-pyrazino[1,2-a]quinolin-4(4aH)-one